2-butyl-6-(butylamino)-1H-benz[de]isoquinoline-1,3(2H)-dione C(CCC)N1C(C2=CC=CC=3C2=C(C1=O)C=CC3NCCCC)=O